1-[(1S,4aS,5S,8aS)-5-(3-hydroxy-3-methyl-butyl)-1-methyl-3,4,4a,5,6,7,8,8a-octahydro-1H-isoquinolin-2-yl]-2-[3,5-dichloro-2-(1-ethoxyvinyl)-4-pyridyl]ethanone OC(CC[C@H]1[C@@H]2CCN([C@H]([C@H]2CCC1)C)C(CC1=C(C(=NC=C1Cl)C(=C)OCC)Cl)=O)(C)C